CC1(C(C2=C(OC=CO2)C(C1)=O)=O)S(=O)(=O)[O-].[Na+] sodium 6-methyl-5,8-dioxo-5,6,7,8-tetrahydrobenzo[b][1,4]dioxin-6-sulfonate